2-chloro-1,3-difluoro-4-iodobenzene ClC1=C(C=CC(=C1F)I)F